C[C@@H]1C=2N(CCN1C(=O)C1CN(C3=C(O1)C=CC=C3)C(=O)OC(C)(C)C)C(=NN2)C2=NC(=NS2)C tert-butyl 2-((R)-8-methyl-3-(3-methyl-1,2,4-thiadiazol-5-yl)-5,6,7,8-tetrahydro-[1,2,4]triazolo[4,3-a]pyrazine-7-carbonyl)-2,3-dihydro-4H-benzo[b][1,4]oxazine-4-carboxylate